COC1=CC=C(CN(C2=CC(=C(C(=N2)C2=C(C=3N=CN=CC3C(=N2)Cl)F)C(F)(F)F)C)CC2=CC=C(C=C2)OC)C=C1 7-(6-(bis(4-methoxybenzyl)amino)-4-Methyl-3-(trifluoromethyl)pyridin-2-yl)-5-chloro-8-fluoropyrido[4,3-d]pyrimidine